Cl.N[C@](C(=O)N1C[C@H](N(CC1)C(=O)NC1=NC(N(C=C1)C1=CC=C(C=C1)CN1CCC(CC1)N)=O)C)(CO)C (R)-4-((S)-2-Amino-3-hydroxy-2-methylpropanoyl)-N-(1-(4-((4-aminopiperidin-1-yl)methyl)phenyl)-2-oxo-1,2-dihydropyrimidin-4-yl)-2-methylpiperazine-1-carboxamide hydrochloride salt